C(C)SC=1C=C(CNC(=O)C=2OC=C(N2)C2=NC(=NC=C2C)NC2=CC=NN2C)C=CC1 N-(3-(ethylthio)benzyl)-4-(5-methyl-2-((1-methyl-1H-pyrazol-5-yl)amino)pyrimidin-4-yl)oxazole-2-carboxamide